(S)-4-(7-(8-ethyl-7-fluoro-3-hydroxynaphthalen-1-yl)-8-fluoro-2-((1-(pyrrolidin-1-ylmethyl)cyclopropyl)methoxy)pyrido[4,3-d]pyrimidin-4-yl)-6-methyl-1,4-oxazepan-6-ol C(C)C=1C(=CC=C2C=C(C=C(C12)C1=C(C=2N=C(N=C(C2C=N1)N1CCOC[C@](C1)(O)C)OCC1(CC1)CN1CCCC1)F)O)F